The molecule is a lactol that consists of 1,4-benzoxazine bearing two hydroxy substituents at positions 2 and 4 as well as a keto group at position 3. It has a role as a phytotoxin, a herbicide, an allelochemical and a plant metabolite. It is a benzoxazine, a cyclic hydroxamic acid and a lactol. C1=CC=C2C(=C1)N(C(=O)C(O2)O)O